3-amino-2-chloro-6-(trifluoromethyl)isonicotinic acid NC1=C(C(=O)O)C=C(N=C1Cl)C(F)(F)F